2-[(2S)-2-aminopropyl]-3-chloro-5-methyl-N-[(1,3-thiazol-2-yl)methyl]thieno[3,2-b]pyridin-7-amine dihydrochloride Cl.Cl.N[C@H](CC1=C(C2=NC(=CC(=C2S1)NCC=1SC=CN1)C)Cl)C